C(#N)C(NC(=O)[C@@H]1[C@H]2C([C@H]2CN1C([C@H](C(C)(C)C)NC(C(F)(F)F)=O)=O)(C)C)C1=CN(NC1=O)C (1R,2S,5S)-N-[cyano-(2-methyl-5-oxo-1H-pyrazol-4-yl)methyl]-3-[(2S)-3,3-dimethyl-2-[(2,2,2-trifluoroacetyl)amino]butanoyl]-6,6-dimethyl-3-azabicyclo[3.1.0]hexane-2-carboxamide